NCC1(C(CCC1)O)O (aminomethyl)cyclopentane-1,2-diol